ClC1=NC(=CC(=C1)C=1C(=NN2C1N=C(C=C2)N[C@H]2COCC2)C=2C=C(C#N)C=CC2)C 3-[3-(2-Chloro-6-methyl-4-pyridyl)-5-[[(3R)-tetrahydrofuran-3-yl]amino]pyrazolo[1,5-a]pyrimidin-2-yl]benzonitrile